C[C@H]1N(C[C@@H](C1)N(C=1C=CC=2N=CN=C(C2N1)NC1=CC(=C(C=C1)OC1=CC2=C(N(N=N2)C)C=C1)C)C)C(C=C)=O 1-((2R,4R)-2-methyl-4-(methyl(4-((3-methyl-4-((1-methyl-1H-benzo[d][1,2,3]triazol-5-yl)oxy)phenyl)amino)pyrido[3,2-d]pyrimidin-6-yl)amino)pyrrolidin-1-yl)prop-2-en-1-one